isopropyl-ethyl-methyl-ethyl-benzoate C(C)(C)C=1C(=C(C(=C(C(=O)[O-])C1)CC)C)CC